NC1=C(C=CC=C1)NCCC(=O)N(CC)CC 3-(2-amino-phenylamino)-N,N-diethylpropionamide